(S)-N-((R)-4,4-difluoro-1-(5-methylpyrazin-2-yl)pyrrolidin-3-yl)-4-(5-(5-fluoro-2-methoxypyridin-4-yl)-1H-pyrazole-3-carbonyl)-4-azaspiro[2.5]octane-7-carboxamide FC1([C@@H](CN(C1)C1=NC=C(N=C1)C)NC(=O)[C@H]1CCN(C2(CC2)C1)C(=O)C1=NNC(=C1)C1=CC(=NC=C1F)OC)F